O[C@H](CNC(=O)C=1C=NN2C1N=C(C=C2)N2[C@H](CCC2)C=2C(=NC=C(C2)F)OC)CO N-((R)-2,3-dihydroxypropyl)-5-((R)-2-(5-fluoro-2-methoxypyridin-3-yl)pyrrolidin-1-yl)pyrazolo[1,5-a]pyrimidine-3-carboxamide